4-(4-(4-propylcyclohexyl)phenyl)benzene C(CC)C1CCC(CC1)C1=CC=C(C=C1)C1=CC=CC=C1